1-(4-((5,5-dimethyl-2,4-dioxo-3-(4-((trifluoromethyl)thio)phenyl)imidazolidin-1-yl)methyl)pyridin-2-yl)-3-(3-methoxyphenyl)urea CC1(C(N(C(N1CC1=CC(=NC=C1)NC(=O)NC1=CC(=CC=C1)OC)=O)C1=CC=C(C=C1)SC(F)(F)F)=O)C